1,2-bis(cyano-ethoxy)ethane C(#N)CCOCCOCCC#N